2-chloro-2,2-difluoro-1-phenylethanone ClC(C(=O)C1=CC=CC=C1)(F)F